1-(2-(1-(3-chlorophenyl)cyclopropyl)-4-oxo-3,5,7,8-tetrahydropyrido[4,3-d]pyrimidin-6(4H)-yl)-2-(3-(trifluoromethyl)phenyl)ethane-1,2-dione ClC=1C=C(C=CC1)C1(CC1)C=1NC(C2=C(N1)CCN(C2)C(C(=O)C2=CC(=CC=C2)C(F)(F)F)=O)=O